2-(5-(4-hydroxyphenyl)furan-2-yl)-1H-imidazo[4,5-f][1,10]phenanthroline OC1=CC=C(C=C1)C1=CC=C(O1)C=1NC=2C(=C3C=CC=NC3=C3N=CC=CC23)N1